CC(C(=O)O)(N(CC(=O)O)CC(=O)O)CCC(=O)O methyl-(2-carboxyethyl)-nitrilotriacetic acid